Cl.NCC=1C=NN(C1)CC=1C(=NC(=CC1)C(F)(F)F)C(C)=O 1-(3-((4-(aminomethyl)-1H-pyrazol-1-yl)methyl)-6-(trifluoromethyl)pyridin-2-yl)ethan-1-one hydrochloride